C(C)(C)(C)OC(=O)N1[C@H](CN(CC1)C1=NC(=NC(=C1[N+](=O)[O-])CC1(CCCC2=CC=C(C=C12)C)C(=O)OC)Cl)CC#N (2S)-4-(2-chloro-6-((1-(methoxycarbonyl)-7-methyl-1,2,3,4-tetrahydronaphthalen-1-yl)methyl)-5-nitropyrimidin-4-yl)-2-(cyanomethyl)piperazine-1-carboxylic acid tert-butyl ester